3-[[(4-cyanophenyl)methyl-[2-(hydroxyamino)-2-oxo-ethyl]amino]methyl]benzoic acid C(#N)C1=CC=C(C=C1)CN(CC(=O)NO)CC=1C=C(C(=O)O)C=CC1